benzyl (1S)-3-(2-chloro-5,6,8-trifluoroquinazolin-4-yl)-1-methyl-3,8-diazabicyclo[3.2.1]octane-8-carboxylate ClC1=NC2=C(C=C(C(=C2C(=N1)N1C[C@@]2(CCC(C1)N2C(=O)OCC2=CC=CC=C2)C)F)F)F